C1(=CC=CC=C1)P(CCCCP(C1=CC=CC=C1)C1=CC=CC=C1)C1=CC=CC=C1 1,4-bis(di-phenylphosphino)-butane